SCC[Si](OC(C)CC)(OC(C)CC)OC(C)CC 2-mercaptoethyl-trisec-butoxysilane